N-methyl-bromoisoquinolinium iodide [I-].C[N+]1=C(C2=CC=CC=C2C=C1)Br